pineneN C12=C(C=CC(C1(C)C)C2)C